3-(5-iodo-1-oxo-2,3-dihydro-1H-isoindol-2-yl)piperidine IC=1C=C2CN(C(C2=CC1)=O)C1CNCCC1